3-(trifluoromethyl)azetidin-3-amine dihydrochloride Cl.Cl.FC(C1(CNC1)N)(F)F